BrC1=C(C=C(C=C1OC)[C@@H]1N(CC[C@H](C1)F)C(=O)OC)OC methyl trans-2-(4-bromo-3,5-dimethoxyphenyl)-4-fluoropiperidine-1-carboxylate